6-(2-fluorophenyl)dipyrido[1,2-a:2',1'-c]pyrazine-5,8-diium dibromide [Br-].[Br-].FC1=C(C=CC=C1)C1=C[N+]2=C(C3=[N+]1C=CC=C3)C=CC=C2